N-{4-fluoro-3-[5-(3-methylbutyl)-2H-pyrazolo[3,4-b]pyridin-2-yl]phenyl}azetidine FC1=C(C=C(C=C1)N1CCC1)N1N=C2N=CC(=CC2=C1)CCC(C)C